COC=1C=C2C=C(NC2=CC1)C=1C=C2C=3CCCC(C3NC2=CC1)N[C@H](C)C1=CC=CC=C1 6-(5-methoxy-1H-indol-2-yl)-N-((R)-1-phenylethyl)-2,3,4,9-tetrahydro-1H-carbazole-1-amine